2-[4-(4-chlorophenyl)-5-[2-(trifluoromethyl)pyridin-4-yl]-1H-imidazol-1-yl]-1-{2-methyl-2,5-diazaspiro[3.4]octan-5-yl}ethan-1-one ClC1=CC=C(C=C1)C=1N=CN(C1C1=CC(=NC=C1)C(F)(F)F)CC(=O)N1C2(CN(C2)C)CCC1